C(C1=CC=CC=C1)OC1=C(C(=C(C=O)C(=C1F)C)C)Br 4-(benzyloxy)-3-bromo-5-fluoro-2,6-dimethylbenzaldehyde